3-((2,5-Dihydroxy-3-carboxyphenyl)methoxymethyl)-2,5-dihydroxybenzoic acid OC1=C(C=C(C=C1C(=O)O)O)COCC=1C(=C(C(=O)O)C=C(C1)O)O